C(C)N(CCOC=1C=C2C=CC(=CC2=CC1)C(=O)OC)CC methyl 6-(2-(diethylamino) ethoxy)-2-naphthoate